C(C)S(=O)(=O)OOC(C1=CC=C(C=C1)N=C=O)=O 4-isocyanatobenzoyloxy ethyl-sulfonate